OCCN(CCO)CCOC1=NC(=NC(=N1)C(Cl)(Cl)Cl)C(Cl)(Cl)Cl 2-[2-{N,N-bis(2-hydroxyethyl)amino}ethoxy]-4,6-bis(trichloromethyl)s-triazine